tert-butyl (tert-butoxycarbonyl)(2-chloro-5-cyano-7-(3-methoxy-2,6-dimethylphenyl)-7H-pyrrolo[2,3-d]pyrimidin-6-yl)carbamate C(C)(C)(C)OC(=O)N(C(OC(C)(C)C)=O)C1=C(C2=C(N=C(N=C2)Cl)N1C1=C(C(=CC=C1C)OC)C)C#N